C(C)(=O)NC=1SC=C(N1)C(=O)NC=1C=NN(C1)C1CCC1 2-(acetylamino)-N-(1-cyclobutyl-1H-pyrazol-4-yl)-1,3-thiazole-4-carboxamide